bis(3-cyclohexyl-6-hydroxyphenyl)-4-hydroxyphenylmethane C1(CCCCC1)C=1C=C(C(=CC1)O)C(C1=CC=C(C=C1)O)C1=CC(=CC=C1O)C1CCCCC1